IC=1C=C(CN2C(C(=CC=C2)C)=O)C=CC1 1-(3-iodobenzyl)-3-methylpyridin-2(1H)-one